(R)-6-(4,4-difluoro-1-(2-oxo-2-(4-(5-(trifluoromethyl)pyrimidin-2-yl)piperazin-1-yl)ethyl)pyrrolidin-2-yl)-2-(4-methoxybenzyl)-4-(trifluoromethyl)pyridazin-3(2H)-one FC1(C[C@@H](N(C1)CC(N1CCN(CC1)C1=NC=C(C=N1)C(F)(F)F)=O)C=1C=C(C(N(N1)CC1=CC=C(C=C1)OC)=O)C(F)(F)F)F